2-isopropyl-1,4-naphthalenediol C(C)(C)C1=C(C2=CC=CC=C2C(=C1)O)O